platinum-erbium [Er].[Pt]